FC1=CN=CC2=C1C=1N(CO2)C(=C(N1)C1=CC=C(CN2CCC(CC2)NC2=NC(=NC=C2)C#N)C=C1)C1=CC=CC=C1 4-((1-(4-(10-Fluoro-3-phenyl-5H-imidazo[1,2-c]pyrido[4,3-e][1,3]oxazin-2-yl)benzyl)piperidin-4-yl)amino)pyrimidine-2-carbonitrile